BrC1=C(C=C2CC3=C(N(N=C3C(=O)O)C3=CC(=CC(=C3)Cl)Cl)C2=C1)OC 7-bromo-1-(3,5-dichlorophenyl)-6-methoxy-4H-indeno[1,2-c]pyrazole-3-carboxylic acid